2,3,4,5-tetraphenyl-thiophene (1R,3S)-Methyl-3-(4-((S)-2-(pyridin-3-yl)pyrrolidin-1-yl)butanamido)cyclopentane-carboxylate COC(=O)[C@H]1C[C@H](CC1)NC(CCCN1[C@@H](CCC1)C=1C=NC=CC1)=O.C1(=CC=CC=C1)C=1SC(=C(C1C1=CC=CC=C1)C1=CC=CC=C1)C1=CC=CC=C1